NC1=C(SC2=C1CCC(C2)NC(=O)OCC2=CC=CC=C2)C(=O)OCC ethyl 3-amino-6-(benzyloxycarbonylamino)-4,5,6,7-tetrahydrobenzothiophene-2-carboxylate